1-((S)-1-((4-(3-amino-4-methyl-1H-indazol-5-yl)-3-methylphenyl)sulfonyl)pyrrolidin-2-yl)ethan-1-ol NC1=NNC2=CC=C(C(=C12)C)C1=C(C=C(C=C1)S(=O)(=O)N1[C@@H](CCC1)C(C)O)C